FC(C)(F)C12C(NCC2C1(C)C)C#N 1-(1,1-Difluoroethyl)-6,6-dimethyl-3-azabicyclo[3.1.0]Hexane-2-carbonitrile